2-[(1S,4r,5r)-5-{[5-cyclopropyl-3-(2,6-dichlorophenyl)-1,2-oxazol-4-yl]methoxy}-3-oxo-2-azabicyclo[2.2.1]heptan-2-yl]-4-[(3S)-oxolan-3-yloxy]-1,3-benzothiazole-6-carboxylic acid C1(CC1)C1=C(C(=NO1)C1=C(C=CC=C1Cl)Cl)CO[C@H]1[C@@H]2C(N([C@H](C1)C2)C=2SC1=C(N2)C(=CC(=C1)C(=O)O)O[C@@H]1COCC1)=O